ClCCC1=CC=C(C(=O)Cl)C=C1 4-(2-chloroethyl)benzoyl chloride